nonadecane-2,4-diol CC(CC(CCCCCCCCCCCCCCC)O)O